methyl Z-aspartate N[C@@H](CC(=O)[O-])C(=O)OC